C(#N)C1=NC=CC(=C1)C=1C=C(NC1C1=CC=C(C=C1)F)C1CCN(CC1)C(=O)OC(C)(C)C tert-Butyl 4-(4-(2-cyanopyridin-4-yl)-5-(4-fluorophenyl)-1H-pyrrol-2-yl)piperidine-1-carboxylate